BrC=1C(=CC=C2C(=CNC12)C1=NC(=NC=C1C(F)(F)F)OCC(F)(F)F)OC 7-Bromo-6-methoxy-3-(2-(2,2,2-trifluoroethoxy)-5-(trifluoromethyl)pyrimidin-4-yl)-1H-indole